6-(6-(cyclobutylmethyl)-1H-pyrrolo[2,3-b]pyridin-3-yl)-4-((1-methylpiperidin-4-yl)oxy)quinazoline C1(CCC1)CC1=CC=C2C(=N1)NC=C2C=2C=C1C(=NC=NC1=CC2)OC2CCN(CC2)C